1,3,5-tri(1,10-phenanthroline-5-yl)benzene N1=CC=CC2=C(C=C3C=CC=NC3=C12)C1=CC(=CC(=C1)C1=C2C=CC=NC2=C2N=CC=CC2=C1)C1=C2C=CC=NC2=C2N=CC=CC2=C1